trans-2,2-dichloro-N-(4-chloro-3-(2-(1-phenylethyl)hydrazine-1-carbonyl)phenyl)-3-(3,5-dichlorophenyl)cyclopropane-1-carboxamide ClC1([C@H]([C@@H]1C1=CC(=CC(=C1)Cl)Cl)C(=O)NC1=CC(=C(C=C1)Cl)C(=O)NNC(C)C1=CC=CC=C1)Cl